20-methylpregna-5,7-diene CC(C)[C@H]1CC[C@H]2C3=CC=C4CCCC[C@]4(C)[C@H]3CC[C@]12C